5,6-dichloro-1-(1-(2-fluorobenzyl)piperidin-4-yl)-3-(oxazol-2-ylmethyl)-1,3-dihydro-2H-benzo[d]imidazol-2-one ClC1=CC2=C(N(C(N2CC=2OC=CN2)=O)C2CCN(CC2)CC2=C(C=CC=C2)F)C=C1Cl